N-(4,4-difluorocyclohexyl)-4-(3-(4-fluoro-2,6-dimethylphenoxy)-1-methyl-2-oxo-1,2-dihydropyridin-4-yl)-6-methyl-7-oxo-6,7-dihydro-1H-pyrrolo[2,3-c]pyridine-2-carboxamide FC1(CCC(CC1)NC(=O)C1=CC2=C(C(N(C=C2C2=C(C(N(C=C2)C)=O)OC2=C(C=C(C=C2C)F)C)C)=O)N1)F